4-[bis(2-chloroethyl)amino]benzenebutyrate ClCCN(C1=CC=C(C=C1)CCCC(=O)[O-])CCCl